N1(CCOCC1)C1(CNC1)CC#N 2-[3-(morpholin-4-yl)azetidin-3-yl]Acetonitrile